ClC1=CC=C(C=C1)C1=NC(=C2N=CNC2=N1)C1=CC=C(C=C1)Cl 2,6-bis(4-chlorophenyl)-9H-purine